10-(4-sulfophenoxy)decanoic acid S(=O)(=O)(O)C1=CC=C(OCCCCCCCCCC(=O)O)C=C1